C1=CC=CC=2C=CC=3NC=4C=CC5=C(C4C3C21)C=CC=C5 7H-dibenzo[c,g]Carbazole